COC(=O)C1=CN=C(S1)C(F)F 2-(difluoromethyl)thiazole-5-carboxylic acid methyl ester